tert-butyl 5-(8-bromoisoquinolin-3-yl)-3-(2-methoxyethoxy)picolinate BrC=1C=CC=C2C=C(N=CC12)C=1C=C(C(=NC1)C(=O)OC(C)(C)C)OCCOC